COC1CC(OC1)(C(=O)OC)C1=C(C=CC(=C1)C)OC methyl 4-methoxy-2-(2-methoxy-5-methylphenyl)tetrahydrofuran-2-carboxylate